4-((3-fluorotetrahydro-2H-pyran-4-yl)amino)-2-(methylthio)pyrimidine-5-carboxylic acid FC1COCCC1NC1=NC(=NC=C1C(=O)O)SC